tertbutyl (R)-4-(4-((4-([1,2,4]triazolo[1,5-a]pyridin-7-ylmethyl)-3-methylphenyl)amino)pyrido[3,2-d]pyrimidin-6-yl)-2-methylpiperazine-1-carboxylate N=1C=NN2C1C=C(C=C2)CC2=C(C=C(C=C2)NC=2C1=C(N=CN2)C=CC(=N1)N1C[C@H](N(CC1)C(=O)OC(C)(C)C)C)C